C(C1=CC=CC=C1)O[C@@H](C(=O)C1=CC(=C(C=C1)Cl)CC1=CC=C(C=C1)OCC)[C@H]([C@@H]([C@@]1(OC(O[C@@H]1C)(C)C)COCC1=CC=CC=C1)OCC1=CC=CC=C1)OCC1=CC=CC=C1 (2R,3S,4S)-2,3,4-tris(benzyloxy)-4-((4R,5R)-4-((benzyloxy)methyl)-2,2,5-trimethyl-1,3-dioxolan-4-yl)-1-(4-chloro-3-(4-ethoxybenzyl)phenyl)butan-1-one